P(=O)(O)(O)OC[C@@H]1[C@H]([C@H]([C@@H](O1)N1C(=O)NC(=O)C=C1)O)O uridine-5'-phosphate